C(C)OC=1C=C(C=2N(C1)N=C1C2C=NN1)C=1C=CC(=NC1)N1C[C@@H]2[C@H](C1)CN(C2)C(=O)OC(C)(C)C tert-butyl (3aR,6aS)-5-(5-(6-ethoxy-1H-pyrazolo[3',4':3,4]pyrazolo[1,5-a]pyridin-4-yl)pyridin-2-yl)hexahydropyrrolo[3,4-c]pyrrole-2(1H)-carboxylate